BrC1=C(C=CC=C1)CC(=O)C=1C=C2CCCC2=CC1 2-(2-bromophenyl)-1-(2,3-dihydro-1H-inden-5-yl)ethan-1-one